6-(4-Methylpiperazin-1-yl)pyrazolo[1,5-a]pyridine CN1CCN(CC1)C=1C=CC=2N(C1)N=CC2